OCCC=1C=CC=C2NC=C(CCN)C12 4-hydroxyethyl-tryptamine